nonadecyl 5-bromopentanoate BrCCCCC(=O)OCCCCCCCCCCCCCCCCCCC